3-butylphenylphosphine C(CCC)C=1C=C(C=CC1)P